C(C(=O)[O-])(=O)[O-].[Pd+2] palladium(II) oxalate